ClC1=NN(C=C1C1=NC=CC(=N1)NC=1N=CC2=C(C=CC(=C2C1)C(C)C)N1[C@@H]([C@H](C1)CS(=O)(=O)C)C)C[C@H]1OCC1 N-(2-(3-chloro-1-(((S)-oxetan-2-yl)methyl)-1H-pyrazol-4-yl)pyrimidin-4-yl)-5-isopropyl-8-((2r,3S)-2-methyl-3-((methylsulfonyl)methyl)azetidin-1-yl)isoquinolin-3-amine